tert-Butyl N-[2-[4-[2-(6-chloropyridazin-4-yl)sulfanyl-4-cyanophenyl]phenyl]ethyl]carbamate ClC1=CC(=CN=N1)SC1=C(C=CC(=C1)C#N)C1=CC=C(C=C1)CCNC(OC(C)(C)C)=O